O=C1N(CCC(N1)=O)N1C(C2=CC=CC(=C2C1=O)N1CCN(CC1)CC1CCC(CC1)N1N=C2C=C(C(=CC2=C1)NC(C1=NC(=CC=C1)C(F)(F)F)=O)OC)=O N-(2-((1r,4r)-4-((4-(2-(2,4-dioxotetrahydropyrimidin-1(2H)-yl)-1,3-dioxoisoindolin-4-yl)piperazin-1-yl)methyl)cyclohexyl)-6-methoxy-2H-indazol-5-yl)-6-(trifluoromethyl)picolinamide